C(C)OC(C(C(C)=NNS(=O)(=O)C1=CC=C(C=C1)C)(Cl)Cl)=O 2,2-Dichloro-3-[(4-methylbenzenesulfonylamino)imino]butanoic acid ethyl ester